CC1(OC[C@@H](O1)CON1C(C2=CC=CC=C2C1=O)=O)C (R)-2-((2,2-dimethyl-1,3-dioxolan-4-yl)methoxy)isoindole-1,3-dione